2-(bis(3-chloro-4-fluorophenyl)methyl)-1H-imidazole ClC=1C=C(C=CC1F)C(C=1NC=CN1)C1=CC(=C(C=C1)F)Cl